FC(C1=NC(=NN1C)C=1C=CC(=NC1C)N[C@@H]1CN(CC12CC2)C([C@H](C)C2=CC(=NC=C2F)OC)=O)F (R)-1-((S)-7-((5-(5-(difluoromethyl)-1-methyl-1H-1,2,4-triazol-3-yl)-6-methylpyridin-2-yl)amino)-5-azaspiro[2.4]heptan-5-yl)-2-(5-fluoro-2-methoxypyridin-4-yl)propan-1-one